[Si](C)(C)(C(C)(C)C)OC1=CC=C(CCl)C=C1 4-(tert-butyldimethylsilyloxy)benzyl chloride